4-(4-(4-amino-7-methyl-5-(4-((6-methylpyridin-2-yl)oxy)phenyl)-7H-pyrrolo[2,3-d]pyrimidin-6-yl)-5-methyl-1H-pyrazol-1-yl)piperidin NC=1C2=C(N=CN1)N(C(=C2C2=CC=C(C=C2)OC2=NC(=CC=C2)C)C=2C=NN(C2C)C2CCNCC2)C